N-iodoSuccinimide C1CC(=O)N(C1=O)I